COC=1C=C2[C@]3(C(NC2=CC1)=O)[C@@H](C3)C3=CC=C1C(=NNC1=C3)NC=3C(=NC(=CC3)N3C(CCC3)=O)OC (1R,2S)-5'-methoxy-2-(3-{[2-methoxy-6-(2-oxopyrrolidin-1-yl)pyridin-3-yl]amino}-1H-indazol-6-yl)spiro[cyclopropane-1,3'-indol]-2'(1'H)-one